FC=1C=C(CN2CC(C2)C(=O)N2C3=C(OCC2)C(=CN=C3)C=3NC2=CC(=CC=C2C3)C#N)C=CC1 2-(4-(1-(3-fluorobenzyl)azetidine-3-carbonyl)-3,4-dihydro-2H-pyrido[4,3-b][1,4]oxazin-8-yl)-1H-indole-6-carbonitrile